pseudouridin [C@@H]1([C@H](O)[C@H](O)[C@@H](CO)O1)C1=CNC(=O)NC1=O